OCC1CC(CCC1)=O 3-hydroxymethyl-cyclohexanone